C(C)C1=C(C(=CC(=C1)C)CC)C(C#N)C#N 2,6-diethyl-4-methylphenylmalononitrile